2-methyl-2-(4-(3-methyl-2-oxo-8-(quinolin-3-yl)-2,3-dihydro-1H-imidazo[4,5-c]quinolin-1-yl)phenyl)propionitrile CC(C#N)(C)C1=CC=C(C=C1)N1C(N(C=2C=NC=3C=CC(=CC3C21)C=2C=NC1=CC=CC=C1C2)C)=O